3-tert-Butyltyrosin C(C)(C)(C)C=1C=C(C[C@H](N)C(=O)O)C=CC1O